ClC1=C(N(N=C1)C)C=1C=C(C=CC1OCCCN(C)C)NC(=O)NC1=C(C=C(C=C1)F)F 1-[3-(4-Chloro-2-methyl-2H-pyrazol-3-yl)-4-(3-dimethylamino-propoxy)-phenyl]-3-(2,4-difluoro-phenyl)-urea